N1C(=NC2=C1C=CC=C2)CNC2=NC(=NC=1N2N=CC1C1CC1)N1C[C@H]2NCCC[C@H]2C1 N-[(1H-benzimidazol-2-yl)methyl]-8-cyclopropyl-2-[(4aS,7aS)-octahydro-6H-pyrrolo[3,4-b]pyridin-6-yl]pyrazolo[1,5-a][1,3,5]triazin-4-amine